1-(2-(2-((tert-butyldimethylsilyl)oxy)ethyl)phenyl)-4,6,7-trichloropyrido[2,3-d]Pyrimidin [Si](C)(C)(C(C)(C)C)OCCC1=C(C=CC=C1)N1CN=C(C2=C1N=C(C(=C2)Cl)Cl)Cl